Cl.FC1=CC(=CC2=C1N=C(S2)NC(=O)C2CNCCCC2)F N-(4,6-difluorobenzo[d]thiazol-2-yl)azepane-3-carboxamide hydrochloride